(4-fluorophenyl)-2-(1H-imidazol-1-yl)ethan-1-ol FC1=CC=C(C=C1)C(CN1C=NC=C1)O